BrC(=C[C@@H]1CC[C@H](CC1)NC(OC(C)(C)C)=O)Br tert-butyl [trans-4-(2,2-dibromoethenyl)cyclohexyl]carbamate